N1C[C@@H](CCC1)NC=1C2=C(C(=NN1)C1=C(C=C(C=C1)C(F)(F)F)O)CCC2 2-{4-[(3R)-piperidin-3-ylamino]-5H,6H,7H-cyclopenta[d]pyridazin-1-yl}-5-(trifluoromethyl)phenol